O=C1NC(CCC1N1C(C2=CC=C(C=C2C1)N1CCN(CC1)CCCN1CCN(CC1)C1=CC=C(C(=O)C=2C3=C(SC2C2=CC=C(C=C2)B(O)O)C=C(C=C3)O)C=C1)=O)=O (4-(3-(4-(4-(3-(4-(2-(2,6-dioxopiperidin-3-yl)-1-oxoisoindolin-5-yl)piperazin-1-yl)propyl)piperazin-1-yl)benzoyl)-6-hydroxybenzo[b]thiophen-2-yl)phenyl)boronic acid